7-(1-(adamantan-1-ylmethyl)-5-methyl-1H-pyrazol-4-yl)-3-(5-cyclopropyl-6-hydroxy-pyridazin-3-yl)imidazo[1,2-a]pyridine-8-carboxylic acid C12(CC3CC(CC(C1)C3)C2)CN2N=CC(=C2C)C2=C(C=3N(C=C2)C(=CN3)C=3N=NC(=C(C3)C3CC3)O)C(=O)O